ClC1=NC=NC=C1NCC=1N=C2N(C=C(C=C2)C2CC2)C1 4-chloro-N-((6-cyclopropylimidazo[1,2-a]pyridin-2-yl)methyl)pyrimidin-5-amine